[2H]C(N\1CC(OCCCC\C=C/CCCCCCCC(N/C1=N/C(OC(C)(C)C)=O)=O)=O)([2H])[2H] (Z)-tert-butyl ((Z)-4-trideuteriomethyl-2,7-dioxo-1-oxa-4,6-diazacycloicos-15-en-5-ylidene)carbamate